C(C)(C)(C)OC(=O)N1CCC(CC1)C1=CC=CC2=C1NC(O2)=O 4-(2-oxo-3H-1,3-benzoxazol-4-yl)piperidine-1-carboxylic acid tert-butyl ester